FC1CN(CCC1NC1=CC=CC2=C1SC(=C2CC(F)(F)F)C#CCNC2=C(C=C(C(=O)NO)C=C2)OC)C 4-((3-(7-(((Z)-3-fluoro-1-methylpiperidin-4-yl)amino)-3-(2,2,2-trifluoroethyl)benzo[b]thiophen-2-yl)prop-2-yn-1-yl)amino)-N-hydroxy-3-methoxybenzamide